C(C)(C)(C)OC(COC1=C(C=C(C=C1)N1N=C(C=C1NC=1C(=C2C=NN(C2=CC1)C1OCCCC1)Cl)C(F)(F)F)OC)=O.[N+](=O)([O-])C=1C=CC(=C(N)C1)C(F)(F)F 5-nitro-2-(trifluoromethyl)aniline tert-butyl-2-(4-(5-((4-chloro-1-(tetrahydro-2H-pyran-2-yl)-1H-indazol-5-yl)amino)-3-(trifluoromethyl)-1H-pyrazol-1-yl)-2-methoxyphenoxy)acetate